Cl.NC1=C2N(C(N(C2=NC=N1)[C@H]1[C@H](CN(CC1)C1CCN(CC1)C1CNC1)F)=O)C1=CC=C(C=C1)OC1=CC=CC=C1 6-amino-9-[(3S,4R)-1'-(azetidin-3-yl)-3-fluoro-[1,4'-bipiperidin]-4-yl]-7-(4-phenoxyphenyl)purin-8-one hydrochloride